(E)-ethyl 2-(5-bromopyridin-2-yl)-2-(hydroxyimino)acetate BrC=1C=CC(=NC1)\C(\C(=O)OCC)=N/O